methyl 4-((2,4-bis(benzyloxy)-5-isopropyl-N-(4-(piperidin-1-yl)phenyl)benzamido)methyl)benzoate C(C1=CC=CC=C1)OC1=C(C(=O)N(C2=CC=C(C=C2)N2CCCCC2)CC2=CC=C(C(=O)OC)C=C2)C=C(C(=C1)OCC1=CC=CC=C1)C(C)C